2,2'-bipyridine-6,6-dicarboxylic acid N1C(=CC=CC1(C(=O)O)C(=O)O)C1=NC=CC=C1